O1C(CCCC1)N1N=CC=C1B1OC(C(O1)(C)C)(C)C 1-tetrahydropyran-2-yl-5-(4,4,5,5-tetramethyl-1,3,2-dioxaborolan-2-yl)pyrazole